C1(CC1)CC=1N=NN(N1)CC1=C(N=NN1C)C1=CC=C(C(=N1)C)OC[C@H]1[C@@H](CC1)C(=O)O (1R,2R)-2-(((6-(5-((5-(cyclopropylmethyl)-2H-tetrazol-2-yl)methyl)-1-methyl-1H-1,2,3-triazol-4-yl)-2-methylpyridin-3-yl)oxy)methyl)cyclobutane-1-carboxylic acid